(E)-5-(3-(trifluoromethoxy)styryl)benzo[c][1,2]oxaborol-1(3H)-ol FC(OC=1C=C(/C=C/C2=CC3=C(B(OC3)O)C=C2)C=CC1)(F)F